O(C1=CC=C(C=C1)OC=1C=C2C(OC(C2=CC1)=O)=O)C1=CC=C(C=C1)OC=1C=C2C(OC(C2=CC1)=O)=O 5,5'-(oxybis(4,1-phenylene))bis(oxy)bis(isobenzofuran-1,3-dione)